1-dibenzylamino-3-phenylbut-3-ene C(C1=CC=CC=C1)N(CCC(=C)C1=CC=CC=C1)CC1=CC=CC=C1